NC1=CC(=NN1C)C1=CC=C(C(=O)OC)C=C1 Methyl 4-(5-amino-1-methyl-pyrazol-3-yl)benzoat